Benzyl 2,9-diazaspiro[5.5]undecan-2-carboxylate C1N(CCCC12CCNCC2)C(=O)OCC2=CC=CC=C2